2,4-Trimethyl-1,2-dihydroquinoline CC1=CC(NC2=CC=CC=C12)(C)C